trans-4-((5-fluoro-4-(3-morpholinophenyl)pyrimidin-2-yl)amino)cyclohexyl 4-(4-((2,6-dioxopiperidin-3-yl)amino)-2-fluorophenyl)-[1,4'-bipiperidine]-1'-carboxylate O=C1NC(CCC1NC1=CC(=C(C=C1)C1CCN(CC1)C1CCN(CC1)C(=O)O[C@@H]1CC[C@H](CC1)NC1=NC=C(C(=N1)C1=CC(=CC=C1)N1CCOCC1)F)F)=O